2-[(2,4,6,7-tetrahydro-5H-pyrazolo[4,3-c]pyridin-5-yl)carbonyl]-1H-indole N=1NC=C2CN(CCC21)C(=O)C=2NC1=CC=CC=C1C2